The molecule is an organic disulfide resulting from the formal oxidative coupling of the thiol groups of two molecules of 1,3-benzothiazole-2-thiol. It is used as an accelerator in the rubber industry. It has a role as an allergen. It is an organic disulfide and a member of benzothiazoles. It derives from a 1,3-benzothiazole-2-thiol. C1=CC=C2C(=C1)N=C(S2)SSC3=NC4=CC=CC=C4S3